CN1C[C@H](OCC1=O)COC=1C=C(C(=O)N[C@H](C)C=2C=NC(=NC2)C(F)(F)F)C=C(C1)C=1SC(=CN1)C 3-{[(2S)-4-methyl-5-oxomorpholin-2-yl]methoxy}-5-(5-methyl-1,3-thiazol-2-yl)-N-{(1R)-1-[2-(trifluoromethyl)pyrimidin-5-yl]ethyl}benzamide